ClC=1C=C(C=CC1F)NC(=O)C1=C(N=C2N1CCN(C2)S(=O)(=O)C)C2CC1CC(CC1C2)O N-(3-chloro-4-fluorophenyl)-2-(5-hydroxyoctahydropentalen-2-yl)-7-(methylsulfonyl)-5,6,7,8-tetrahydroimidazo[1,2-a]pyrazine-3-carboxamide